2,5-dichloro-3-bromophenol ClC1=C(C=C(C=C1Br)Cl)O